tert-butyl (S)-(1-(benzyloxy)-3-((3,5-dibromo-6-methylpyridin-2-yl)oxy)propan-2-yl)carbamate C(C1=CC=CC=C1)OC[C@@H](COC1=NC(=C(C=C1Br)Br)C)NC(OC(C)(C)C)=O